CC(C(C)OC=1OC=2C(N1)=C(C=CC2)O)C 2-[(3-methylbutan-2-yl)oxy]benzo[d]oxazol-4-ol